CC1C=CNN1CCC1=C(N=CS1)C 5-methyl-N-(2-(4-methylthiazol-5-yl)ethyl)pyrazoline